CN1CC=2N(CC1)N=CC2C=2C=C1C(=NC2)NC=C1C=1C=C2CCNC(C2=CC1)=O 6-(5-(5-methyl-4,5,6,7-tetrahydropyrazolo[1,5-a]pyrazin-3-yl)-1H-pyrrolo[2,3-b]pyridin-3-yl)-3,4-dihydroisoquinolin-1(2H)-one